N1=C(C=CC=C1)SSCCC(=O)NN 3-(2-pyridyldithio)propionic acid, hydrazide